4-chloro-phthalic acid monosodium salt [Na+].ClC=1C=C(C(C(=O)[O-])=CC1)C(=O)O